4-[2-Cyclopropyl-6-(6-{[(1-ethylcyclopropyl)amino]methyl}-1-oxo-4-(trifluoromethyl)-3H-isoindol-2-yl)pyridin-4-yl]-3-(4-methyl-1,2,4-triazol-3-yl)benzonitrile C1(CC1)C1=NC(=CC(=C1)C1=C(C=C(C#N)C=C1)C1=NN=CN1C)N1C(C2=CC(=CC(=C2C1)C(F)(F)F)CNC1(CC1)CC)=O